C(C)(C)N1N=CC=2C1=NC(=NC2)N 1-isopropyl-1H-pyrazolo[3,4-d]pyrimidin-6-amine